erucyl-CoA C(CCCCCCCCCCC\C=C/CCCCCCCC)(=O)SCCNC(CCNC([C@@H](C(COP(OP(OC[C@@H]1[C@H]([C@H]([C@@H](O1)N1C=NC=2C(N)=NC=NC12)O)OP(=O)(O)O)(=O)O)(=O)O)(C)C)O)=O)=O